2-phenylpropylisothiazolinone C1(=CC=CC=C1)C(CC1=NSCC1=O)C